2-(pyrrolidin-1-yl)propylene N1(CCCC1)C(=C)C